BrC1=CC(=C2C(=N1)C=NN2C(C)CC)Br (+)-5,7-dibromo-1-(sec-butyl)-1H-pyrazolo[4,3-b]pyridine